O[C@@H]1CN(C[C@@H]1O)C1=C(C=C2C(C(=CN(C2=N1)C1=C(C=C(C=C1F)F)F)C(=O)N[C@H](COC)C(C)C)=O)F 7-[(3R,4S)-3,4-dihydroxypyrrolidin-1-yl]-6-fluoro-N-[(2S)-1-methoxy-3-methylbutan-2-yl]-4-oxo-1-(2,4,6-trifluorophenyl)-1,4-dihydro-1,8-naphthyridine-3-carboxamide